NC(CN1CCC(CC1)C=1C=C2C(=C(N(C2=CC1)C(CN(C(OCOP(=O)(O)O)=O)C)=O)C=1C(=C(C=2N(C1)N=CN2)C)C)C(C)C)=O (phosphonooxy)methyl (2-(5-(1-(2-amino-2-oxoethyl)piperidin-4-yl)-2-(7,8-dimethyl-[1,2,4]triazolo[1,5-a]pyridin-6-yl)-3-isopropyl-1H-indol-1-yl)-2-oxoethyl)(methyl)carbamate